C(C)(C)(C)OC(=O)NCCCCOC1=CC=C(C=C1)[C@@H](C(=O)OCC1=CC=CC=C1)N1CC2=CC=CC=C2C1 benzyl (S)-2-(4-(4-((tert-butoxycarbonyl)amino)butoxy)phenyl)-2-(isoindolin-2-yl)acetate